C1(=C(C=CC2=CC=CC=C12)OCC=1C=C(C(=O)O)C=CC1)C1=C(C=CC2=CC=CC=C12)OCC=1C=C(C(=O)O)C=CC1 3,3'-[[1,1'-binaphthalene]-2,2'-diylbis(oxymethylene)]dibenzoic acid